CCCCC1=CC=C(C=C1)CC2=NC=CC3=CC=CC=C32 The molecule is a member of the class of isoquinolines that is 1-benzylisoquinoline carrying an additional butyl substituent at position 4 on the phenyl ring.